BrC1=C(C2=C(N=CN=C2N)N1COCC[Si](C)(C)C)C1=CC=C(C=C1)OC1=NC=CC(=N1)C 6-bromo-5-{4-[(4-methylpyrimidin-2-yl)oxy]phenyl}-7-{[2-(trimethylsilyl)ethoxy]methyl}-7H-pyrrolo[2,3-d]pyrimidin-4-amine